C1(CC1)C=1C=CC=2N(C1)C=C(N2)CNC2=CC(=NC=N2)NC(OCC2=CC(=CC=C2)Cl)=O 3-Chlorobenzyl (6-(((6-cyclopropylimidazo[1,2-a]pyridin-2-yl)methyl)amino)pyrimidin-4-yl)carbamate